2-(2-bromophenylsulfonyl)acetophenone BrC1=C(C=CC=C1)S(=O)(=O)CC(=O)C1=CC=CC=C1